allyloxytetrahydrofuran C(C=C)OC1OCCC1